C(=O)(O)CCN(C(=O)C1=CC2=C(S1)C=C(C(=C2)OCCCOC2=CC1=C(SC(=C1)C(CCC(=O)O)=O)C=C2OC)OC)C 4-(5-(3-((2-((2-carboxyethyl)(methyl)carbamoyl)-6-methoxybenzo[b]thiophen-5-yl)oxy)propoxy)-6-methoxybenzo[b]thiophen-2-yl)-4-oxobutanoic acid